ClC1=C(C(=O)NC2=CC(=C(C=C2)Cl)C2=NC=CC=C2)C=CC(=C1)C(=O)NC1=CC=NN1C 2-chloro-N1-(4-chloro-3-(pyridin-2-yl)phenyl)-N4-(1-methyl-1H-pyrazol-5-yl)terephthalamide